ethyl 4,4-difluoro-9-oxoundecanoate FC(CCC(=O)OCC)(CCCCC(CC)=O)F